Benzo[d][1,3]dioxin-5-ylacetonitrile O1COCC2=C1C=CC=C2CC#N